BrC=1C=C(C=CC1)C1=C(C2C(OC3=C2C=CC=C3)O1)SC 2-(3-bromophenyl)-3-(methylsulfanyl)-3a,8a-dihydrofuro[2,3-b]benzofuran